4-(oxetan-3-yloxy)-N-[(1R,3S)-3-[7-(2,2,2-trifluoroethoxy)-5,6,7,8-tetrahydro-[1,2,4]triazolo[4,3-a]pyridin-3-yl]cyclohexyl]-5-(trifluoromethyl)pyrimidin-2-amine O1CC(C1)OC1=NC(=NC=C1C(F)(F)F)N[C@H]1C[C@H](CCC1)C1=NN=C2N1CCC(C2)OCC(F)(F)F